CS(=O)(=O)NC=1C=C(C=CC1)B1OC(C)(C)C(C)(C)O1 3-methanesulfonamidophenyl-boronic acid pinacol ester